7-[(2-hydroxyethyl)amino]-1,6-dimethyl-4-{4-[3-(2-methylphenyl)-1,2,4-oxadiazol-5-yl]piperidin-1-yl}-2-oxo-1,2-dihydroquinoline-3-carbonitrile OCCNC1=C(C=C2C(=C(C(N(C2=C1)C)=O)C#N)N1CCC(CC1)C1=NC(=NO1)C1=C(C=CC=C1)C)C